dibutyl-(S,E)-2-((3-(4-hydroxy-3,5-dimethoxyphenyl)propenoyl)oxy)succinic acid C(CCC)C([C@@H](C(=O)O)OC(\C=C\C1=CC(=C(C(=C1)OC)O)OC)=O)(C(=O)O)CCCC